3-(3-oxo-1,3,6,7,8,9-hexahydro-2H-pyrrolo[3,4-f]isoquinolin-2-yl)piperidine-2,6-dione O=C1N(CC2=C3CCNCC3=CC=C21)C2C(NC(CC2)=O)=O